O1CCOC2=NC=C(C=C21)CN2C[C@@H](NCC2)C2=C(C=CC=C2)OC(C)C (3S)-1-{2H,3H-[1,4]dioxino[2,3-b]pyridin-7-ylmethyl}-3-(2-isopropoxyphenyl)piperazine